C(C)(C)(C)[Si](OCCN1C(N(CC1)C1=CC=C(C=C1)C1=CN(C=2N=CN=C(C21)Cl)C2=CC=CC=C2)=O)(C)C 1-[2-(tert-butyl-dimethyl-silanyloxy)-ethyl]-3-[4-(4-chloro-7-phenyl-7H-pyrrolo[2,3-d]pyrimidin-5-yl)-phenyl]-imidazolidin-2-one